C(C)NC(C([C@H](C[C@H]1C(NCC1)=O)NC([C@H](CC1(CCC1)CC)NC(O[C@@H](C(F)(F)C1=CC(=CC=C1)Cl)C1=CC=CC=C1)=O)=O)=O)=O (R)-2-(3-chlorophenyl)-2,2-difluoro-1-phenylethyl ((S)-1-(((S)-4-(ethylamino)-3,4-dioxo-1-((S)-2-oxopyrrolidin-3-yl)butan-2-yl)amino)-3-(1-ethylcyclobutyl)-1-oxopropan-2-yl)carbamate